(R)-7-methyl-5-(4-((4-methylpyrimidin-2-yl)oxy)phenyl)-6-(4-(oxiran-2-ylmethoxy)phenyl)-7H-pyrrolo[2,3-d]pyrimidin-4-amine CN1C(=C(C2=C1N=CN=C2N)C2=CC=C(C=C2)OC2=NC=CC(=N2)C)C2=CC=C(C=C2)OC[C@@H]2OC2